caprylyl tartrate C(=O)(OC(CCCCCCC)=O)C(O)C(O)C(=O)[O-]